4,5-Difluoro-12-(4-methoxyphenyl)methyl-12-azatricyclo[6.3.1.02,7]dodeca-2,4,6-trien-9-one FC=1C=C2C3CCC(C(C2=CC1F)N3CC3=CC=C(C=C3)OC)=O